ClC1=CC2=C(NN=N2)C=C1 5-chloro-1H-benzo[d][1,2,3]-triazole